C(C#CC)(=O)N1[C@@H](C[C@H](CC1)N1N=NC=2C(=NC=3C(=C(C(=CC3C21)C)C2=C(C(=CC=C2)C)C)F)N2CC(C2)(C)N(C)C)CC#N 2-((2S,4S)-1-(but-2-ynoyl)-4-(4-(3-(dimethylamino)-3-methylazetidin-1-yl)-7-(2,3-dimethylphenyl)-6-fluoro-8-methyl-1H-[1,2,3]triazolo[4,5-c]quinolin-1-yl)piperidin-2-yl)acetonitrile